BrC=1C=C(CO)C=CC1OC(F)(F)F 3-bromo-4-(trifluoromethoxy)benzyl alcohol